3-(trifluoromethyl)indolin-3-ol FC(C1(CNC2=CC=CC=C12)O)(F)F